C(C)OP(=O)(OCC)C1([N+](=CCC1)[O-])C 2-(diethylphosphono)-2-methyl-3,4-dihydro-2H-pyrrole 1-oxide